NC1=CC=CC(=N1)S(=O)(=O)NC(=O)C=1C(=NC(=CC1)C1=NC(=CC(=C1)C)OC(C)C)N1C(C[C@@H](C1)C)(C)C N-[(6-Amino-2-pyridyl)sulfonyl]-6-(6-isopropoxy-4-methyl-2-pyridyl)-2-[(4S)-2,2,4-trimethylpyrrolidin-1-yl]pyridin-3-carboxamid